bis(1-adamantyl)-butyl-phosphane mesylate S(C)(=O)(=O)O.C12(CC3CC(CC(C1)C3)C2)P(CCCC)C23CC1CC(CC(C2)C1)C3